zinc(II) di(2-ethylhexanoate) C(C)C(C(=O)[O-])CCCC.C(C)C(C(=O)[O-])CCCC.[Zn+2]